ClC1=C(C=C(C(=N1)N)S(=O)(=O)C)[N+](=O)[O-] 6-chloro-3-(methylsulfonyl)-5-nitropyridin-2-amine